FN1C=NC=C1C1=C(C=C(C=C1)F)OC 3-fluoro-4-(4-fluoro-2-methoxyphenyl)imidazole